C(C)N(S(=O)(=O)NC=1C(=C(C(=O)C2=CNC3=NC=C(C=C32)C3=C(C=C(C=C3)N3CCNCC3)F)C(=CC1)F)F)C 3-[3-[[ethyl(methyl)sulfamoyl]amino]-2,6-difluoro-benzoyl]-5-(2-fluoro-4-piperazin-1-yl-phenyl)-1H-pyrrolo[2,3-b]pyridine